Dimethyl (E)-3-methoxypent-2-enedioate CO/C(=C/C(=O)OC)/CC(=O)OC